([1,1':4',1'']terphenyl-4-yl)-(4-naphthalen-2-yl-phenyl)-[1,1':2',1'']terphenyl-4'-yl-amine C1(=CC=C(C=C1)N(C=1C=C(C(=CC1)C1=CC=CC=C1)C1=CC=CC=C1)C1=CC=C(C=C1)C1=CC2=CC=CC=C2C=C1)C1=CC=C(C=C1)C1=CC=CC=C1